N(=[N+]=[N-])[C@H]1[C@H]2O[C@@H]([C@H]([C@@H]1O)OCC1=CC=CC=C1)CO2 1,6-anhydro-2-azido-4-O-benzyl-2-deoxy-β-D-glucopyranose